O[C@H]1[C@@H](O[C@@H]([C@H]1O)CO)C=1C=NCN(C1)CC(C)=C=O 5-((2S,3R,4S,5R)-3,4-dihydroxy-5-(hydroxymethyl)tetrahydrofuran-2-yl)-1-(2-carbonylpropyl)pyrimidine